[Cl-].ClC(=[N+]1CCOCC1)Cl 4-(dichloromethylene)morpholin-4-ium chloride